(R)-3-chloro-5-(4-(4-methoxybenzyl)morpholin-3-yl)benzimidate ClC=1C=C(C([O-])=N)C=C(C1)[C@H]1N(CCOC1)CC1=CC=C(C=C1)OC